1-(chloromethyl)-4-(trifluoromethoxy)benzene ClCC1=CC=C(C=C1)OC(F)(F)F